FC1=CC=C(C=C1)C1=C(C=CC=C1)C(/C=C/C=1C=CC(=C(C1)S(=O)(=O)O)O)=O (E)-5-(3-(4'-Fluoro[1,1'-biphenyl]-2-yl)-3-oxoprop-1-en-1-yl)-2-Hydroxybenzenesulfonic acid